4-(3-isopropyl-2-(1H-pyrazolo[3,4-b]pyridin-4-yl)-1H-indol-5-yl)-[1,4'-bipiperidine]-2'-carboxylic acid methyl ester COC(=O)C1NCCC(C1)N1CCC(CC1)C=1C=C2C(=C(NC2=CC1)C1=C2C(=NC=C1)NN=C2)C(C)C